COC([O-])=O.C(CCCCC)[N+](C)(C)C hexyltrimethylammonium methyl-carbonate